N-(5-chloropyridin-2-yl)-N'-((1S,2R,4S)-4-[(dimethylamino)carbonyl]-2-{[(5-methyl-4,5,6,7-tetrahydrothiazolo[5,4-c]pyridin-2-yl)carbonyl]amino}cyclohexyl)ethanediamide ClC=1C=CC(=NC1)NC(C(=O)N[C@@H]1[C@@H](C[C@H](CC1)C(=O)N(C)C)NC(=O)C=1SC=2CN(CCC2N1)C)=O